CSC(CC(C(=O)O)CP(=O)(O)O)N 4-(methylsulfanyl)-4-amino-2-(phosphonomethyl)butanoic acid